5-(4-((1,4-Dioxacyclohexan-2-yl)difluoromethoxy)phenyl)-2-oxo-6-(trifluoromethyl)-1,2-dihydropyridine-3-carboxamide O1C(COCC1)C(OC1=CC=C(C=C1)C=1C=C(C(NC1C(F)(F)F)=O)C(=O)N)(F)F